BrC1=CN=C(C(=N1)NCC=1C=C2C=CC=NC2=C(C1)F)N 6-bromo-N2-((8-fluoro-6-quinolinyl)methyl)pyrazine-2,3-diamine